OC(C)(C)C1=NN(C=C1)C1=C(C#N)C=CN=C1 3-(3-(2-hydroxypropan-2-yl)-1H-pyrazol-1-yl)isonicotinonitrile